FC(C=1C(=C(C=CC1)[C@@H](C)NC1=C2C(=C(N=N1)C)N=CC(=C2)N2C[C@H](CC2)F)F)F N-((R)-1-(3-(difluoromethyl)-2-fluorophenyl)ethyl)-3-((S)-3-fluoropyrrolidin-1-yl)-8-methylpyrido[2,3-d]pyridazin-5-amine